(1R,2R)-2-((5-chloro-4-(4-fluoro-1-isopropyl-2-methyl-1H-benzo[d]imidazol-6-yl)pyrimidin-2-yl)amino)cyclohexan-1-ol ClC=1C(=NC(=NC1)N[C@H]1[C@@H](CCCC1)O)C=1C=C(C2=C(N(C(=N2)C)C(C)C)C1)F